N=1N(N=C2C1C=CC=C2)C2=C(C(=CC(=C2)C(C)(C)CC)C(C)(C)CC)O 2-(2H-benzotriazol-yl)-4,6-di-tertiary pentylphenol